N[C@@H]1[C@@H]2CC[C@H](C1)N2C(=O)C=2C=CC(=C(C2)C2=CC(=C(C=C2)C#N)F)C=2C=C1C=CN(C1=CC2F)CC(=O)O |o1:1,2,5| 2-(5-(5-((1S,2S,4R)-rel-2-amino-7-azabicyclo[2.2.1]heptane-7-carbonyl)-4'-cyano-3'-fluoro-[1,1'-biphenyl]-2-yl)-6-fluoro-1H-indol-1-yl)acetic acid